FC=1C=C(C=C(C1)F)C=1C=C(C=NC1C(F)(F)F)C(=O)N 5-(3,5-difluorophenyl)-6-(trifluoromethyl)pyridine-3-carboxamide